4-[3-[(3R,9aS)-3-(3-chloro-4-fluoro-phenyl)-3,4,6,7,9,9a-hexahydro-1H-pyrazino[2,1-c][1,4]oxazine-8-carbonyl]-2-chloro-phenyl]-6-methyl-1H-pyridin-2-one ClC=1C=C(C=CC1F)[C@@H]1CN2[C@H](CO1)CN(CC2)C(=O)C=2C(=C(C=CC2)C2=CC(NC(=C2)C)=O)Cl